ClC=1C=C(C=CC1F)[C@H](NC(=O)[C@H]1NC(NC1)=O)C1=CC(=NN1C)C(F)(F)F (S)-N-((S)-(3-chloro-4-fluorophenyl)(1-methyl-3-(trifluoromethyl)-1H-pyrazol-5-yl)methyl)-2-oxoimidazolidine-4-carboxamide